difluoro bisoxalate lithium phosphate P(=O)([O-])(O)O.[Li+].C(C(=O)O)(=O)OF.C(C(=O)O)(=O)OF